3-(5-bromopyridin-2-yl)-3-oxopropanoic acid methyl ester COC(CC(=O)C1=NC=C(C=C1)Br)=O